2-(4,6-dibromo-1-oxophthalazin-2(1H)-yl)acetic acid BrC1=NN(C(C2=CC=C(C=C12)Br)=O)CC(=O)O